N-(4-(4-(5-cyclopentylfuran-2-yl)-1H-1,2,3-triazol-1-yl)-3-(6-azaspiro[2.5]octan-6-yl)phenyl)-2-hydroxyethane-1-sulfonamide C1(CCCC1)C1=CC=C(O1)C=1N=NN(C1)C1=C(C=C(C=C1)NS(=O)(=O)CCO)N1CCC2(CC2)CC1